C(C)C1=C(C(=C(C(=C1O)C)C)C)C 6-Ethyl-2,3,4,5-tetramethyl-phenol